NCCCNC(CCCNC(O)=O)C(NCCCCCCCCCCCCCC)=O 4-(3-amino-propyl-amino)-4-tetradecylcarbamoyl-butylcarbamic acid